COC(=O)C=1C(N(C2=CC(=CC=C2C1N)OC(F)(F)F)C1=CC=C(C=C1)[C@@H](C)O)=O 4-Amino-1-(4-((1R)-1-hydroxyethyl)phenyl)-2-oxo-7-(trifluoromethoxy)-1,2-dihydroquinoline-3-carboxylic acid methyl ester